O1C(=C(C=C1)C(=O)O)C(=O)O.C(CCCCCCCC)(N)N Nonanediamine furandiformate